1-((3s,4r)-4-(3,4-difluorophenyl)-1-(2-methoxyphenyl)pyrrolidin-3-yl)-3-(3-ethoxy-4-methyl-1-phenyl-1H-pyrazol-5-yl)urea FC=1C=C(C=CC1F)[C@H]1[C@@H](CN(C1)C1=C(C=CC=C1)OC)NC(=O)NC1=C(C(=NN1C1=CC=CC=C1)OCC)C